N-{1-[5-((5-cyano-4-(4-fluorophenyl)thiazol-2-yl)(methyl)amino)-6-ethylimidazo[2,1-b][1,3,4]thiadiazol-2-yl]piperidin-3-yl}-N-methylmethanesulfonamide C(#N)C1=C(N=C(S1)N(C1=C(N=C2SC(=NN21)N2CC(CCC2)N(S(=O)(=O)C)C)CC)C)C2=CC=C(C=C2)F